2-methyl-N-(1-(2-(1-methyl-1H-pyrazol-4-yl)quinolin-4-yl)cyclopropyl)-4-((thiazol-4-ylmethoxy)methyl)benzamide CC1=C(C(=O)NC2(CC2)C2=CC(=NC3=CC=CC=C23)C=2C=NN(C2)C)C=CC(=C1)COCC=1N=CSC1